OCC(=[Se])[C@@H](O)[C@H](O)[C@H](O)CO selenofructose